C(C)(C)(C)OC(C(C(=O)NC=1C=NC(=C(C1)OC)C#N)(C)O)=O 3-[(6-cyano-5-methoxypyridin-3-yl)amino]-2-hydroxy-2-methyl-3-oxo-propionic acid tert-butyl ester